iron-copper-lanthanum [La].[Cu].[Fe]